C(CCC)OC=1N=C(C2=C(N1)C(=NN2)CC2=CC=C(C=C2)CN2C[C@@H](NCC2)C)N (S)-5-butoxy-3-(4-((3-methylpiperazin-1-yl)methyl)benzyl)-1H-pyrazolo[4,3-d]pyrimidin-7-amine